non-3-ene-9-carboxylic acid CCC=CCCCCCC(=O)O